1,1-bis(4-anisoyl)-2-isopropyl-1,2-ethylenediamine C(C1=CC=C(C=C1)OC)(=O)C(C(N)C(C)C)(N)C(C1=CC=C(C=C1)OC)=O